(Z)-methyl (2-(2-oxo-1,3-dioxolan-4-ylidene)ethyl) carbonate C(OC)(OCC=C1OC(OC1)=O)=O